((1s,3s)-3-hydroxy-3-methylcyclobutyl)(7-(3-methoxyphenyl)-2-azaspiro[3.5]Non-2-yl)methanone OC1(CC(C1)C(=O)N1CC2(C1)CCC(CC2)C2=CC(=CC=C2)OC)C